OC1=CC=C(C=C1)C(CCC(=O)O)(C)C1=CC=C(C=C1)O 4,4-bis(4-hydroxyphenyl)pentanoic acid